(2S,4R)-2-(5,6-diaminopyridin-2-yl)-4-(difluoromethyl)-4-hydroxypiperidine-1-carboxylic acid tert-butyl ester C(C)(C)(C)OC(=O)N1[C@@H](C[C@@](CC1)(O)C(F)F)C1=NC(=C(C=C1)N)N